(2-methanesulfonylphenyl)-8-(1-methyl-1H-indol-6-yl)quinoxalin-6-amine CS(=O)(=O)C1=C(C=CC=C1)C1=NC2=C(C=C(C=C2N=C1)N)C1=CC=C2C=CN(C2=C1)C